8-(trifluoromethyl)-4H-[1,2,4]triazolo[4,3-a][1,4]benzodiazepine FC(C=1C=CC2=C(C=NCC=3N2C=NN3)C1)(F)F